N1-(3-aminopropyl)-N3-(2-benzyl-7-(2-methyl-2H-tetrazol-5-yl)-9H-pyrimido[4,5-b]indol-4-yl)-N1-methylpropan-1,3-diamine NCCCN(CCCNC1=NC(=NC=2NC3=CC(=CC=C3C21)C=2N=NN(N2)C)CC2=CC=CC=C2)C